C(#N)C=1N(N=C2C=CC=CC12)[C@H]1C=C(C(=O)O)O[C@H]([C@@H]1NC(C(C)C)=O)[C@H](O)[C@H](O)CO 2,6-Anhydro-4-(3-cyano-2H-indazol-2-yl)-3,4,5-trideoxy-5-isobutyramido-D-glycero-D-galacto-non-2-enonic acid